N-((2H-benzo[d]imidazol-5-yl)methyl)-3-(2-(3-fluoro-4-methylphenyl)-2H-pyrazolo[3,4-d]pyrimidin-4-yl)tetrahydropyrimidine-1(2H)-carboxamide N=1CN=C2C1C=CC(=C2)CNC(=O)N2CN(CCC2)C=2C=1C(N=CN2)=NN(C1)C1=CC(=C(C=C1)C)F